5-chloro-benzo[c]selenophene ClC1=CC=2C(=C[Se]C2)C=C1